BrC1=C(C(=C(C=O)C(=C1)Cl)F)C 4-bromo-6-chloro-2-fluoro-3-methylbenzaldehyde